FC1(CN(CCC1)C([C@H](CC(=O)O)NC)=O)F (3S)-4-(3,3-difluoro-1-piperidyl)-3-(methylamino)-4-oxo-butanoic acid